3-((2,2-dimethyl-1,3-dioxolan-4-yl)methyl)-1-methylimidazoline-2,4-dione CC1(OCC(O1)CN1C(N(CC1=O)C)=O)C